(S)-N-(3-(6-acrylamidopyridin-2-yl)prop-2-yn-1-yl)-N-(4-fluorophenyl)-1-methyl-3-(6-methyl-4-(trifluoromethyl)pyridin-2-yl)-2-oxoimidazolidine-4-carboxamide C(C=C)(=O)NC1=CC=CC(=N1)C#CCN(C(=O)[C@H]1N(C(N(C1)C)=O)C1=NC(=CC(=C1)C(F)(F)F)C)C1=CC=C(C=C1)F